trimethoxy(3-methoxypropyl)silane CO[Si](CCCOC)(OC)OC